C(CC)C(CN)CCCCN 2-Propyl-1,6-hexanediamine